N-(4-acetylaminophenyl)-2-((3-(tert-butyl)pyrazin-2-yl)oxy)acetamide C(C)(=O)NC1=CC=C(C=C1)NC(COC1=NC=CN=C1C(C)(C)C)=O